CC1=NC=CC(=C1)C1=NN(C2=C1C=NC(=C2)C(=O)O)C(C2=CC=CC=C2)(C2=CC=CC=C2)C2=CC=CC=C2 3-(2-methylpyridin-4-yl)-1-trityl-1H-pyrazolo[4,3-c]pyridine-6-carboxylic acid